(±)-3-[5-(pyrrolidin-1-yl)pyridin-3-yl]-3-{3-[3-(5,6,7,8-tetrahydro-1,8-naphthyridin-2-yl)propyl]-1H-pyrazol-1-yl}propanoic acid N1(CCCC1)C=1C=C(C=NC1)[C@@H](CC(=O)O)N1N=C(C=C1)CCCC1=NC=2NCCCC2C=C1 |r|